tert-Butyl 2-((((9H-fluoren-9-yl)methoxy) carbonyl)(methyl)amino)-3-(4-(allyloxy) phenyl)propanoate C1=CC=CC=2C3=CC=CC=C3C(C12)COC(=O)N(C(C(=O)OC(C)(C)C)CC1=CC=C(C=C1)OCC=C)C